NC=1C(=NC(=C(N1)C(=O)N[C@@H](C(=O)[O-])CO)N)C(=O)N[C@@H](C(=O)[O-])CO (3,6-diaminopyrazine-2,5-dicarbonyl)bis(azanediyl)(2R,2'R)-bis(3-hydroxypropanoate)